BrC=1C=CC(=C(C1)S(=O)(=O)NC1=C(C=CC(=C1)C(F)(F)F)N1CCCCC1)CO 5-bromo-2-(hydroxymethyl)-N-(2-(piperidin-1-yl)-5-(trifluoromethyl)phenyl)benzenesulfonamide